(3aS,4S,6aR)-5-benzyl 4-methyl 3a-(3-(4,4,5,5-tetramethyl-1,3,2-dioxaborolan-2-yl)propyl)tetrahydro-1H-furo[3,4-c]pyrrole-4,5(3H)-dicarboxylate CC1(OB(OC1(C)C)CCC[C@]12[C@H](CN([C@@H]1C(=O)OC)C(=O)OCC1=CC=CC=C1)COC2)C